bis-(2-methyl-4-fluorophenyl) diselenide CC1=C(C=CC(=C1)F)[Se][Se]C1=C(C=C(C=C1)F)C